(1-(3,5-dicyano-4-cyclopropyl-6-mercaptopyridin-2-yl)-4-methylpiperidin-4-yl)carbamic acid tert-butyl ester C(C)(C)(C)OC(NC1(CCN(CC1)C1=NC(=C(C(=C1C#N)C1CC1)C#N)S)C)=O